1-cyclopropyl-4-oxo-6-fluoro-7-chloro-1,4-dihydroquinoline-3-carboxylic acid methyl ester COC(=O)C1=CN(C2=CC(=C(C=C2C1=O)F)Cl)C1CC1